5-(((Trans-3-(3-cyclopropyl-4-(1-isopropyl-1H-pyrazolo[3,4-b]pyridin-6-yl)-1H-pyrazol-1-yl)cyclobutyl)methyl)amino)-2-(2,6-dioxopiperidin-3-yl)isoindoline-1,3-dione C1(CC1)C1=NN(C=C1C1=CC=C2C(=N1)N(N=C2)C(C)C)[C@@H]2C[C@H](C2)CNC=2C=C1C(N(C(C1=CC2)=O)C2C(NC(CC2)=O)=O)=O